FC1=CC(=C(CN2C(NC3=C2C=CC=C3)=N)C=C1)C 1-(4-fluoro-2-methylbenzyl)-1H-benzo[d]imidazol-2(3H)-imine